pyrrolidin-3-yl-methanol N1CC(CC1)CO